Cl(=O)(=O)(=O)[O-].[Ag+].NC1=NON=C1C1=NN=C(N1N)N 3-amino-4-(4,5-diamino-1,2,4-triazole-3-yl)-furazan silver perchlorate